tert-butyl 1-bromo-2-{[(tert-butyldimethylsilyl) oxy] methyl}-1-fluoro-6-azaspiro[2.5]octane-6-carboxylate BrC1(C(C12CCN(CC2)C(=O)OC(C)(C)C)CO[Si](C)(C)C(C)(C)C)F